C(CCC)C(CCCC)OCCOCCOCCO triethylene glycol butylpentyl ether